1,4-dipropoyloxybenzene C(CC)(=O)OC1=CC=C(C=C1)OC(CC)=O